4-((cyclobutylmethyl)amino)-2-((8-(1-methyl-1H-pyrazol-5-yl)-2,3-dihydrobenzo[b][1,4]dioxin-5-yl)amino)-7H-pyrrolo[2,3-d]pyrimidine-5-carbonitrile C1(CCC1)CNC=1C2=C(N=C(N1)NC1=CC=C(C=3OCCOC31)C3=CC=NN3C)NC=C2C#N